C1(CC1)NC(CCCC=1N=C(N(C1)C1=CC=CC=C1)NC(C1=CC(=CC=C1)C=1C=NNC1F)=O)=O N-(4-(4-(cyclopropylamino)-4-oxobutyl)-1-phenyl-1H-imidazol-2-yl)-3-(5-fluoro-1H-pyrazol-4-yl)benzamide